NC1=C(C=CC(=C1)F)C1=C(C=C(C(=C1)Cl)C(=O)NC=1C=NC(=C(C1)C(F)(F)F)CC#N)F 2'-amino-5-chloro-N-(6-(cyanomethyl)-5-(trifluoromethyl)pyridin-3-yl)-2,4'-difluoro-[1,1'-biphenyl]-4-carboxamide